COC=1C=C(C(C)=CC1N)N 4-methoxytoluene-2,5-diamine